tert-butyl 4-(2-(((2R)-2-(((2-(2,6-dioxopiperidin-3-yl)-1-oxoisoindolin-5-yl)oxy)methyl)piperidin-1-yl)methyl)-4-fluorophenyl)piperazine-1-carboxylate O=C1NC(CCC1N1C(C2=CC=C(C=C2C1)OC[C@@H]1N(CCCC1)CC1=C(C=CC(=C1)F)N1CCN(CC1)C(=O)OC(C)(C)C)=O)=O